6-Chloro-4-((2-methoxy-3-(1-((2-(trimethylsilyl)ethoxy)methyl)-1H-1,2,4-triazole-3-yl)phenyl)amino)-N-(methyl-d3)pyridazine-3-carboxamide ClC1=CC(=C(N=N1)C(=O)NC([2H])([2H])[2H])NC1=C(C(=CC=C1)C1=NN(C=N1)COCC[Si](C)(C)C)OC